N1C(=NC2=C1C=CC=C2)NC(C2=CC=C(C=C2)Br)=O N-(1H-benzimidazol-2-yl)-4-bromobenzamide